(-)-N-(N,N-dimethyl-2-aminocyclohepta[b]benzofur-9-yl)hexanamide phosphate P(=O)(O)(O)O.CN(C1=CC=C2C(=C3C(O2)=CC=CC(=C3)NC(CCCCC)=O)C1)C